CN1CC(C1)(C)[C@@](C=1C=C(C=NC1)C1=NOC(=N1)[C@@H]1CN(CC1)C(C)=O)(C1=CC=C(C=C1)C(C)C)O 1-[(S)-3-(3-{5-[(R)-(1,3-Dimethyl-azetidin-3-yl)-hydroxy-(4-isopropyl-phenyl)-methyl]-pyridin-3-yl}-[1,2,4]oxadiazol-5-yl)-pyrrolidin-1-yl]-ethanone